3-(6-(1-amino-1,3-dihydro-spiro[inden-2,4'-piperidin]-1'-yl)-1H-pyrazolo[3,4-b]pyrazin-3-yl)-3-phenylpropan-2-en-1-ol NC1C2=CC=CC=C2CC12CCN(CC2)C2=CN=C1C(=N2)NN=C1C(=CCO)C1=CC=CC=C1